2-methoxy-5-butyl-1,4-naphthoquinone COC=1C(C2=CC=CC(=C2C(C1)=O)CCCC)=O